3-(2-(3,4-dichlorophenoxy)-4-methyl-5-nitrophenyl)-7-methoxy-1-methyl-1H-pyrrolo[2,3-c]pyridine ClC=1C=C(OC2=C(C=C(C(=C2)C)[N+](=O)[O-])C2=CN(C3=C(N=CC=C32)OC)C)C=CC1Cl